5-(iso-pentenylaminomethyl)-uridine C(=CC(C)C)NCC=1C(NC(N([C@H]2[C@H](O)[C@H](O)[C@@H](CO)O2)C1)=O)=O